methyl 6-((5-(3-chloro-5-cyanophenoxy)-6-oxo-4-(trifluoromethyl)pyrimidin-1(6H)-yl)methyl)-2-(4-methoxybenzyl)-3-oxo-2,3-dihydropyridazine-4-carboxylate ClC=1C=C(OC2=C(N=CN(C2=O)CC=2C=C(C(N(N2)CC2=CC=C(C=C2)OC)=O)C(=O)OC)C(F)(F)F)C=C(C1)C#N